3-[3-(5-chloro-2-methoxypyridine-3-sulfonamido)-2,6-difluorophenyl]-2-methoxy-N-methylimidazo[1,5-a]pyrimidine-8-carboxamide ClC=1C=C(C(=NC1)OC)S(=O)(=O)NC=1C(=C(C(=CC1)F)C=1C(=NC=2N(C1)C=NC2C(=O)NC)OC)F